ClC1=C(C=C(C=C1)[C@@H]1O[C@@H]([C@H]([C@@H]([C@H]1O)O)O)CO)CC1=CC=C(C=C1)OCC (2s,3r,4r,5s,6r)-2-(4-chloro-3-(4-ethoxybenzyl)phenyl)-6-(hydroxymethyl)tetrahydro-2H-pyran-3,4,5-triol